ClC=1C=CC(=C(C1)N1CC(CCC1)N1N=CC(=C1C(F)F)C(=O)[O-])C=1C=NC(=CC1)N1CCN(CC1)CC 1-(1-{5-chloro-2-[6-(4-ethylpiperazin-1-yl) pyridin-3-yl] phenyl} piperidin-3-yl)-5-(difluoromethyl)-1H-pyrazole-4-carboxylate